2-cyano-3-(4-((E)-2-(7-(dibutylamino)-4-ethylcoumarin-3-yl)vinyl)-phenyl)acrylic acid C(#N)C(C(=O)O)=CC1=CC=C(C=C1)\C=C\C=1C(OC2=CC(=CC=C2C1CC)N(CCCC)CCCC)=O